(S)-4-((6-cyanopyridin-2-yl)methyl)-N-(7-(3-hydroxy-3-methylbut-1-yn-1-yl)-5-methyl-4-oxo-2,3,4,5-tetrahydrobenzo[b][1,4]oxazepin-3-yl)picolinamide C(#N)C1=CC=CC(=N1)CC1=CC(=NC=C1)C(=O)N[C@@H]1C(N(C2=C(OC1)C=CC(=C2)C#CC(C)(C)O)C)=O